(2'R,7R)-2,2'-dimethylspiro[4,5-dihydrothieno[2,3-c]pyran-7,4'-piperidine] CC1=CC2=C(S1)[C@@]1(C[C@H](NCC1)C)OCC2